1-((3,3-difluoro-1-methylcyclobutyl)methyl)-4-(difluoromethyl)-3-(3-fluorobicyclo[1.1.1]pentan-1-yl)-N-(3-(S-methylsulfonimidoyl)phenyl)-1H-pyrazole-5-carboxamide FC1(CC(C1)(C)CN1N=C(C(=C1C(=O)NC1=CC(=CC=C1)S(=O)(=N)C)C(F)F)C12CC(C1)(C2)F)F